BrC1=CC(=C(C(=O)NC2=CC=C(C=C2)C(\C=C\C2=CC=C(C=C2)N(C)CCO)=O)C=C1)F 4-Bromo-2-fluoro-N-[4-[(E)-3-[4-[2-hydroxyethyl(methyl)amino]phenyl]prop-2-enoyl]phenyl]benzamide